5,6-bis(dodecyloxy)benzo[c][1,2,5]thiadiazoleN C(CCCCCCCCCCC)OC1=CC2=C(NSN2)C=C1OCCCCCCCCCCCC